6,7-dihydro-5H-pyrrolo[1,2-c]Imidazole C1=C2N(C=N1)CCC2